2-(4-(4-((4-chloro-2-fluorobenzyl)oxy)pyrimidin-2-yl)cyclohex-3-en-1-yl)ethan diboron [B].[B].ClC1=CC(=C(COC2=NC(=NC=C2)C2=CCC(CC2)CC)C=C1)F